tetrahydropyrrolo[3,4-c]pyrrole-1,3(2h,3ah)dione C1(NC(C2C1CNC2)=O)=O